3-(5-(((1S,2S)-2-amino-4,4-dimethylcyclopentyl)oxy)-1-oxoisoindolin-2-yl)piperidine-2,6-dione N[C@@H]1[C@H](CC(C1)(C)C)OC=1C=C2CN(C(C2=CC1)=O)C1C(NC(CC1)=O)=O